benzyl (2S,5R)-5-((5-(cyclobutanecarbonyl)-7H-pyrrolo[2,3-d]pyrimidin-4-yl) amino)-2-methylpiperidine-1-carboxylate C1(CCC1)C(=O)C1=CNC=2N=CN=C(C21)N[C@@H]2CC[C@@H](N(C2)C(=O)OCC2=CC=CC=C2)C